C(C1=CC=CC=C1)OCC\C=C/1\C[C@@H](N(CC1)C(=O)OC(C)(C)C)C tert-butyl (S,E)-4-(3-(benzyloxy)propylidene)-2-methylpiperidine-1-carboxylate